2-amino-3,5-difluoro-N-cyclohexyl-N-methylbenzylamine NC1=C(CN(C)C2CCCCC2)C=C(C=C1F)F